C12NCC(C1N1CC(NC=3C(=NC=4C(=C(C(=CC4C31)CCC#N)C3=CC(=CC1=CC=CC=C31)O)F)C=3C=CC(=NC3)C(=O)NC)=O)C2 5-(1-((endo)-2-Azabicyclo[2.1.1]hexan-5-yl)-9-(2-cyanoethyl)-7-fluoro-8-(3-hydroxynaphthalen-1-yl)-3-oxo-1,2,3,4-tetrahydropyrazino[2,3-c]quinolin-5-yl)-N-methylpicolinamide